C1(CC1)CN1C=CC=2C(=NC(=CC21)NC=2SC(=CN2)C)O[C@H]2C[C@@H](N(C2)C(C=C)=O)C 1-((2S,4S)-4-((1-(cyclopropylmethyl)-6-((5-methylthiazol-2-yl)amino)-1H-pyrrolo[3,2-c]pyridin-4-yl)oxy)-2-methylpyrrolidin-1-yl)prop-2-en-1-one